C(C1=CC=CC=C1)OC(=O)N[C@H]1CN(C[C@H]1F)C(=O)OC(C)(C)C tert-butyl (3s,4r)-3-(((benzyloxy) carbonyl) amino)-4-fluoropyrrolidine-1-carboxylate